FCCCCCSC1=CC(=C(C=C1OC)CC(C)N)OC 1-[4-(5-fluoropentylsulfanyl)-2,5-dimethoxy-phenyl]propan-2-amine